C(COCC(=O)[O-])(=O)[O-].[Cu+2] copper diglycolate